FC=1C=C(C=CC1F)C1=CC(=CC=C1)C(=O)N1CC(CCC1)C=1C=C(OC(C(=O)O)(C)C)C=CC1 2-(3-(1-(3',4'-difluoro-[1,1'-biphenyl]-3-carbonyl)piperidin-3-yl)phenoxy)-2-methylpropanoic acid